N,N'-dicyanoethyl-1,3-propanediamine C(#N)NC(CCNC#N)CC